2-(7-((2S,5R)-2,5-dimethylpiperazin-1-yl)-4-methyl-5-oxo-4,5-dihydro-2H-pyrazolo[4,3-b]pyridin-2-yl)acetonitrile C[C@@H]1N(C[C@H](NC1)C)C=1C=2C(N(C(C1)=O)C)=CN(N2)CC#N